C(C)OC(=C)C1=C(C=NC=C1)OCCOC 4-(1-ethoxyvinyl)-3-(2-methoxyethoxy)pyridine